(R)-4-((2-(3-amino-4,4-difluoropiperidin-1-yl)-6-methoxy-1H-benzo[d]imidazol-1-yl)methyl)benzonitrile N[C@@H]1CN(CCC1(F)F)C1=NC2=C(N1CC1=CC=C(C#N)C=C1)C=C(C=C2)OC